N1(N=CC=C1)CC1=CC=C(COC=2C=C(N=NC2)N)C=C1 5-((4-((1H-pyrazol-1-yl)methyl)benzyl)oxy)pyridazin-3-amine